7-(isopropylamino)-2-(pyridin-3-yl)-N-(3,3,3-trifluoropropyl)thiazolo[5,4-b]pyridine-6-carboxamide C(C)(C)NC1=C2C(=NC=C1C(=O)NCCC(F)(F)F)SC(=N2)C=2C=NC=CC2